C(C1=CC=CC=C1)SC1=CC=C(N=N1)NC(C1=C(C=CC=C1)CS(=O)(=O)C)=O N-(6-(benzylthio)pyridazin-3-yl)-2-((methylsulfonyl)methyl)benzamide